2-(6-fluoro-1-tosyl-1H-indol-5-yl)acetonitrile FC1=C(C=C2C=CN(C2=C1)S(=O)(=O)C1=CC=C(C)C=C1)CC#N